2-(6-fluoro-3-methyl-1H-indazol-1-yl)-N-(trans-4-(2-hydroxypropan-2-yl)cyclohexyl)pyrimidine FC1=CC=C2C(=NN(C2=C1)C1N(C=CC=N1)[C@@H]1CC[C@H](CC1)C(C)(C)O)C